7-{(1S)-1-[1-(3,4-difluorophenyl)-1H-1,2,3-triazol-4-yl]propyl}-5-(4-methoxypyrimidin-5-yl)-7H-pyrrolo[2,3-d]pyrimidin-4-amine FC=1C=C(C=CC1F)N1N=NC(=C1)[C@H](CC)N1C=C(C2=C1N=CN=C2N)C=2C(=NC=NC2)OC